chlorotrifluoroiodoethylene Cl[IH]C(=C(F)F)F